ClC1=C(C(=C2N(C1=O)C(CN2CC2=CC(=CC=C2)O)C(=O)OC)C2=CC(=CC=C2)C(F)(F)F)CC2=CC=CC1=CC=CC=C21 Methyl 6-chloro-1-(3-hydroxybenzyl)-7-(naphthalen-1-ylmethyl)-5-oxo-8-(3-(trifluoro methyl)phenyl)-1,2,3,5-tetrahydroimidazo[1,2-a]pyridine-3-carboxylate